9'-(2-chloro-4-phenoxybenzoyl)-3'-oxo-1',3',4',7'-tetrahydrospiro[azetidine-3,2'-pyrrolo[3',2':5,6]pyrido[3,4-b]pyrazine]-1-carboxylic acid tert-butyl ester C(C)(C)(C)OC(=O)N1CC2(NC3=C(NC2=O)C=NC2=C3C(=CN2)C(C2=C(C=C(C=C2)OC2=CC=CC=C2)Cl)=O)C1